4-methyl-2-phenyl-3-(tetramethyl-1,3,2-dioxaborolan-2-yl)pyridine CC1=C(C(=NC=C1)C1=CC=CC=C1)B1OC(C(O1)(C)C)(C)C